3-Cyclobutyl-6-(3,4-dimethylphenyl)-4-oxo-4,5-dihydropyrazolo[1,5-a]pyrazine-2-carboxylic acid C1(CCC1)C=1C(=NN2C1C(NC(=C2)C2=CC(=C(C=C2)C)C)=O)C(=O)O